ClC=1C=C2C=C(NC2=CC1NCC1=NOC=C1)CNC(C)=O N-((5-chloro-6-((isoxazol-3-ylmethyl)amino)-1H-indol-2-yl)methyl)acetamide